((1H-Imidazol-1-yl)methyl)-2-(8-methoxy-6-methylquinolin-4-yl)-5-(1-methyl-3-(trifluoromethyl)-1H-pyrazol-4-yl)-3,4-dihydroisoquinolin-1(2H)-one N1(C=NC=C1)CC1N(C(C2=CC=CC(=C2C1)C=1C(=NN(C1)C)C(F)(F)F)=O)C1=CC=NC2=C(C=C(C=C12)C)OC